FC(C1(CC1)N1CCNCC1)(F)F 1-[1-(trifluoromethyl)cyclopropyl]piperazine